FC1=C(C=CC=C1)C#CC1=C(C=CC=C1)CC#N 2-(2-((2-fluorophenyl)ethynyl)phenyl)acetonitrile